1H-Benzo[d]imidazole-5-carboxylic acid ethyl ester C(C)OC(=O)C1=CC2=C(NC=N2)C=C1